3-chloro-N-[(1r,3s)-3-{[6-chloro-2-(trifluoromethyl)quinolin-4-yl]amino}cyclohexyl]benzamide ClC=1C=C(C(=O)N[C@H]2C[C@H](CCC2)NC2=CC(=NC3=CC=C(C=C23)Cl)C(F)(F)F)C=CC1